3-[(E)-2-[3-ethynyl-4-(trifluoromethyl)phenyl]ethenyl]azetidine hydrochloride Cl.C(#C)C=1C=C(C=CC1C(F)(F)F)/C=C/C1CNC1